S(=O)(=O)([O-])[O-].[Na+].NCC(=O)O.NCC(=O)O.NCC(=O)O.[Na+] triglycine sodium sulfate